C1(=CC=CC=C1)C12C(C(=O)NC1=O)=CC=CC2(C2=CC=C(C=C2)OC#N)C2=CC=C(C=C2)OC#N 2-phenyl-3,3-bis(4-cyanatophenyl)phthalimide